C(#N)C(C([2H])([2H])[2H])(C1=CN=C(N1)C1=C(C=CC(=C1)OC=1C(=C2C=CNC2=CC1F)F)F)C=1C=C(C=CC1)CCC(=O)O 3-(3-(1-cyano-1-(2-(5-((4,6-difluoro-1H-indol-5-yl)oxy)-2-fluorophenyl)-1H-imidazol-5-yl)ethyl-2,2,2-d3)phenyl)propanoic acid